4-(7-chloro-6-fluoro-1-(2-isopropyl-4-(methyl-d3)pyridin-3-yl)-2-oxo-1,2-dihydropyrido[2,3-d]pyrimidin-4-yl)-dimethylpiperazine-1-carboxylic acid tert-butyl ester C(C)(C)(C)OC(=O)N1C(CN(CC1)C=1C2=C(N(C(N1)=O)C=1C(=NC=CC1C([2H])([2H])[2H])C(C)C)N=C(C(=C2)F)Cl)(C)C